N(=[N+]=[N-])CCOC(=O)NCCCC[C@H](N)C(=O)O Nε-2-azidoethyloxycarbonyl-L-lysine